2-(dimethylphosphoryl)-4-(3-ethyl-1H-pyrrol-5-yl)benzoic acid methyl ester COC(C1=C(C=C(C=C1)C1=CC(=CN1)CC)P(=O)(C)C)=O